ClC=1N=C(C2=C(N1)C(OC2)(C)C)OC2=NC=1C=CC3=C(C1N=C2)C2=C(S3)C(NC(CN2)C)=O 3-((2-chloro-7,7-dimethyl-5,7-dihydrofuro[3,4-d]pyrimidin-4-yl)oxy)-10-methyl-9,10,11,12-tetrahydro-8H-[1,4]diazepino[5',6':4,5]thieno[3,2-f]quinoxalin-8-one